N-(3-(2-oxo-3-(4-phenoxyphenyl)-2,3-dihydro-1H-imidazo[4,5-b]pyridin-1-yl)phenyl)acrylamide O=C1N(C=2C(=NC=CC2)N1C1=CC=C(C=C1)OC1=CC=CC=C1)C=1C=C(C=CC1)NC(C=C)=O